FC(N1C2=C(C=3C=CC(=CC13)C=1C=C(C(=NC1)N1CC(C1)OC1CCN(CC1)CCCCCOC=1C=C3CNC(C3=CC1)=O)C(F)(F)F)C=NC=C2)F 5-((5-(4-((1-(5-(5-(difluoromethyl)-5H-pyrido[4,3-b]indol-7-yl)-3-(trifluoromethyl)pyridin-2-yl)azetidin-3-yl)oxy)piperidin-1-yl)pentyl)oxy)-1-oxoisoindolin